methyl 4-((3-fluorophenyl)amino)quinazoline-7-carboxylate FC=1C=C(C=CC1)NC1=NC=NC2=CC(=CC=C12)C(=O)OC